FC=1C=C(C#N)C=C(C1N1N=C2C(=CC1=O)NN=C2C2=CC=C(C=C2)N2CCN(CC2)C2COCC2)C 3-fluoro-5-methyl-4-(6-oxo-3-(4-(4-(tetrahydrofuran-3-yl)piperazin-1-yl)phenyl)-1H-pyrazolo[4,3-c]pyridazin-5(6H)-yl)benzonitrile